P1(=O)(OC2=C(C=CC=C2C)C)OC2=CC(=CC=C2)O1 (2,6-dimethylphenyl) 1,3-phenylene phosphate